ClC1=C2C(=C(N=N1)N[C@H]1C[C@H](CCC1)O)N=CC=C2 (1S,3R)-3-[(5-chloropyrido[2,3-d]pyridazin-8-yl)amino]cyclohexanol